4-amino-5-methoxypyrimidin NC1=NC=NC=C1OC